N-(3-(N-allylsulfamoyl)phenyl)-4-bromo-2-(4-(3-butene-1-yl)piperidin-1-yl)benzamide C(C=C)NS(=O)(=O)C=1C=C(C=CC1)NC(C1=C(C=C(C=C1)Br)N1CCC(CC1)CCC=C)=O